1-diphenylamino-3-methylenepent-4-ene C1(=CC=CC=C1)N(CCC(C=C)=C)C1=CC=CC=C1